(1r,4r)-N1-(5-Methyl-4-(6-(trifluoromethyl)imidazo[1,2-a]pyridin-3-yl)pyrimidin-2-yl)cyclohexane-1,4-diamine CC=1C(=NC(=NC1)NC1CCC(CC1)N)C1=CN=C2N1C=C(C=C2)C(F)(F)F